O\N=C(\C)/C=1C=C(C=CC1)NC(=O)NC=1C=C2C(N(C(N(C2=CC1)CCN1CCCCC1)=O)CCOC)=O (Z)-1-(3-(1-(hydroxyimino)ethyl)phenyl)-3-(3-(2-methoxyethyl)-2,4-dioxo-1-(2-(piperidin-1-yl)ethyl)-1,2,3,4-tetrahydroquinazolin-6-yl)urea